4-((S)-7-(((R)-6-(2-chloro-4-fluorophenyl)-5-(methoxycarbonyl)-2-(thiazol-2-yl)-3,6-dihydropyrimidin-4-yl)methyl)-3-oxohexahydroimidazo[1,5-a]pyrazin-2(3H)-yl)benzoic acid ClC1=C(C=CC(=C1)F)[C@H]1C(=C(NC(=N1)C=1SC=CN1)CN1C[C@@H]2N(CC1)C(N(C2)C2=CC=C(C(=O)O)C=C2)=O)C(=O)OC